CC=1C2=C(N=C(N1)N(C(=O)OC(C)(C)C)C(=O)OC(C)(C)C)NC=C2 di-tert-butyl (4-methyl-7H-pyrrolo[2,3-d]pyrimidin-2-yl)imidodicarbonate